C[C@H]1CN(CCN1)C1=C2C=CN=NC2=C(C=C1)C(=O)N 5-[(3S)-3-methylpiperazin-1-yl]Cinnoline-8-carboxamide